CNC(=O)N 1-methyl-urea